FC1(CCN(CCC1)C1=C(C(=O)NC2=CC(=CC=C2)[S@@](=O)(=N)C)C(=C(C=N1)C1=CC=CC=C1)C)F (R)-2-(4,4-difluoroazepan-1-yl)-4-methyl-N-(3-(S-methylsulfonimidoyl)phenyl)-5-phenylnicotinamide